ClC=1C(=NC(=NC1)NC=1C=NN(C1)C)N1C[C@]2([C@@](C1)(CN(C2)CC#N)C)C 2-((3aR,6aS)-5-(5-Chloro-2-((1-methyl-1H-pyrazol-4-yl)amino)pyrimidin-4-yl)-3a,6a-dimethylhexahydropyrrolo[3,4-c]pyrrol-2(1H)-yl)acetonitrile